BrC=1C=C(C=CC1)C1=NOC(=C1)[C@]1(C(N(CC1)C)=O)O (R)-3-(3-(3-bromophenyl)isoxazol-5-yl)-3-hydroxy-1-methylpyrrolidin-2-one